FC1(C(NC2=C(O1)C(=C(C(=C2)F)C2=CC=NN2C)C#N)=O)F 2,2,6-trifluoro-7-(1-methyl-1H-pyrazol-5-yl)-3-oxo-3,4-dihydro-2H-benzo[b][1,4]oxazine-8-carbonitrile